(+)-(4aR,8aS)-6-(3-((4-Methyl-2-(trifluoromethoxy)benzyl)oxy)azetidin-1-carbonyl)hexahydro-2H-pyrido[4,3-b][1,4]oxazin-3(4H)-on CC1=CC(=C(COC2CN(C2)C(=O)N2C[C@@H]3[C@@H](OCC(N3)=O)CC2)C=C1)OC(F)(F)F